(3-bromo-2-(2-(4-chloro-2-fluorophenyl)-2-oxoethoxy)benzyl)triphenyl-phosphonium bromide [Br-].BrC=1C(=C(C[P+](C2=CC=CC=C2)(C2=CC=CC=C2)C2=CC=CC=C2)C=CC1)OCC(=O)C1=C(C=C(C=C1)Cl)F